(R)-N-(4-iodo-2-(6-azaspiro[2.5]octan-6-yl)benzoyl)-4-methyl-6-(2-methylmorpholino)picolinohydrazide IC1=CC(=C(C(=O)N(N)C(C2=NC(=CC(=C2)C)N2C[C@H](OCC2)C)=O)C=C1)N1CCC2(CC2)CC1